ethyl 2-hydroxy-3-((S)-3-methoxy-2-((1-(4-methoxybenzyl)-6-oxo-5-(trifluoromethyl)-1,6-dihydropyridazin-4-yl)amino)propoxy)propanoate OC(C(=O)OCC)COC[C@H](COC)NC=1C=NN(C(C1C(F)(F)F)=O)CC1=CC=C(C=C1)OC